5-bromo-7-methyl-4-(((tetrahydro-2H-pyran-2-yl)-oxy)methyl)-1H-indole BrC=1C(=C2C=CNC2=C(C1)C)COC1OCCCC1